8-bromo-2-ethylthio-6-fluoro-3-methyl-chromen-4-one BrC=1C=C(C=C2C(C(=C(OC12)SCC)C)=O)F